5-Nitrosalicylic amide [N+](=O)([O-])C1=CC=C(C(C(=O)N)=C1)O